5-fluoro-3-(2H-1,2,3-triazol-2-yl)picolinonitrile FC=1C=C(C(=NC1)C#N)N1N=CC=N1